O=C1N(C(C2=CC(=CC=C12)C1=NN=NN1)=O)C1=C(C=C(C=C1)C1=CC=CC=C1)C(=O)O 4-[1,3-Dioxo-5-(1H-tetrazol-5-yl)-1,3-dihydroisoindol-2-yl]biphenyl-3-carboxylic acid